5-bromo-7-formylbenzo[b]thiophene-2-carboxylic acid ethyl ester C(C)OC(=O)C1=CC2=C(S1)C(=CC(=C2)Br)C=O